(R)-pyrrolidine-2-ylmethanol N1[C@H](CCC1)CO